2-(2-((5-(2-Aminopyrimidin-5-yl)-2-methylphenyl)(propyl)amino)thiazol-4-yl)pyrimidine-4,6-diamine NC1=NC=C(C=N1)C=1C=CC(=C(C1)N(C=1SC=C(N1)C1=NC(=CC(=N1)N)N)CCC)C